3-(1-oxo-5-(((1R,2R)-2-(2-phenylazetidin-1-yl)cyclohexyl)oxy)isoindolin-2-yl)piperidine-2,6-dione O=C1N(CC2=CC(=CC=C12)O[C@H]1[C@@H](CCCC1)N1C(CC1)C1=CC=CC=C1)C1C(NC(CC1)=O)=O